BrC=1C=2C3=C(C(N(C3=CC1)C1C(NC(N=C1)=O)=O)=O)C=CC2 5-(6-bromo-2-oxobenzo[cd]indol-1(2H)-yl)pyrimidine-2,4(3H,5H)-dione